ClC=1N=C(SC1)C=1N=NN(C1)[C@@H]1[C@H]([C@@H](SC=2C(=NC=C(C2)Cl)C#N)O[C@@H]([C@@H]1O)CO)O 5-Chloro-2-cyanopyridin-3-yl 3-[4-(4-chlorothiazol-2-yl)-1H-1,2,3-triazol-1-yl]-3-deoxy-1-thio-α-D-galactopyranoside